3-(2-bromophenyl)-1,5-dimethyl-pyrazol-4-ol BrC1=C(C=CC=C1)C1=NN(C(=C1O)C)C